tert-butyl (1-methylcyclopropyl)((3-((2-methylthiazol-5-yl)methyl)-2,4-dioxo-1,2,3,4-tetrahydrothieno[2,3-d]pyrimidin-6-yl)sulfonyl)carbamate CC1(CC1)N(C(OC(C)(C)C)=O)S(=O)(=O)C1=CC2=C(NC(N(C2=O)CC2=CN=C(S2)C)=O)S1